C(C)(=O)OC1C(COCC1)CCCCC 4-acetoxy-3-pentyl-tetrahydropyran